dimethyl-azacyclopentene CC1C(=NCC1)C